N-(6-chloropyridin-3-yl)-6-((3-methoxyoxetan-3-yl)methoxy)isoquinolin-1-amine ClC1=CC=C(C=N1)NC1=NC=CC2=CC(=CC=C12)OCC1(COC1)OC